N-(2-amino-2-oxoethyl)-4,5-dibromo-3-fluorothiophene-2-carboxamide NC(CNC(=O)C=1SC(=C(C1F)Br)Br)=O